FC(C1=CC=C(C=C1)N1CC(CC2=CC=CC=C12)N1S(CC1)(=O)=O)(F)F 2-(1-(4-(trifluoromethyl)phenyl)-1,2,3,4-tetrahydroquinolin-3-yl)-1,2-thiazetidine-1,1-dioxide